BrC1=C(C=C(C(=C1)O)Br)O 2,5-dibromo-1,4-benzenediol